C1(=CC=C(C=C1)COC=1C=C2CCC(CC2=CC1)CN(CCC)CCC)C1=CC=CC=C1 6-(4-biphenylyl)methoxy-2-(N,N-dipropylamino)methyltetralin